N-(3-(piperidin-1-yl)propyl)-5-(4-(trifluoromethyl)phenyl)thieno[3,2-b]pyridin-7-amine N1(CCCCC1)CCCNC1=C2C(=NC(=C1)C1=CC=C(C=C1)C(F)(F)F)C=CS2